2-(methylamino)ethan CNCC